C(C)C1=C(N=C(C(=N1)C(=O)N)NC1=CC(=CC=C1)OCCCCNC(C#C)=O)NC1CCOCC1 6-Ethyl-3-((3-(4-propiolamidobutoxy)phenyl)amino)-5-((tetrahydro-2H-pyran-4-yl)amino)pyrazine-2-carboxamide